6-chlorobenzo[b]thiophene-2-carboxamide ClC=1C=CC2=C(SC(=C2)C(=O)N)C1